methyl-isoheptanone CCC(CCC(C)C)=O